N-[2-(benzyloxy)phenyl]-6-(2-methoxyphenyl)-8-methyl-5-oxo-5,6-dihydroimidazo[1,2-c]pyrimidine-3-carboxamide C(C1=CC=CC=C1)OC1=C(C=CC=C1)NC(=O)C1=CN=C2N1C(N(C=C2C)C2=C(C=CC=C2)OC)=O